5-((5,6-difluoropyridin-3-yl)ethynyl)-N-(4-(methylsulfonyl)phenyl)-2,6-naphthyridin-3-amine FC=1C=C(C=NC1F)C#CC1=C2C=C(N=CC2=CC=N1)NC1=CC=C(C=C1)S(=O)(=O)C